OC[C@H](CCC)NC(=O)C=1C=CC(=C(C1)NC(=O)C=1C=NC=C(C1)C1=CC=CC=C1)C N-(5-{[(2S)-1-hydroxypentan-2-yl]carbamoyl}-2-methylphenyl)-5-phenylpyridine-3-carboxamide